trimethylphenyl-ammonium citraconate C(\C(\C)=C/C(=O)[O-])(=O)[O-].C[N+](C1=CC=CC=C1)(C)C.C[N+](C)(C)C1=CC=CC=C1